ethyl 6-(3-trifluoromethyl-4-(pyrrolidin-1-yl) phenyl)-4-oxo-4H-pyran-3-carboxylate FC(C=1C=C(C=CC1N1CCCC1)C1=CC(C(=CO1)C(=O)OCC)=O)(F)F